imidazoleal N1C(=NC=C1)C=O